[2-chloro-3-(3-fluoro-1H-pyrazol-4-yl)phenyl]-[(3R,9aS)-3-[4-(difluoromethoxy)phenyl]-3-hydroxy-1,4,6,7,9,9a-hexahydropyrazino[2,1-c][1,4]oxazin-8-yl]methanone ClC1=C(C=CC=C1C=1C(=NNC1)F)C(=O)N1C[C@H]2CO[C@](CN2CC1)(O)C1=CC=C(C=C1)OC(F)F